3-methyl-1-(tetrahydro-2H-pyran-2-yl)-1H-pyrazolo[4,3-c]pyridin-4-amine CC1=NN(C2=C1C(=NC=C2)N)C2OCCCC2